N-cyclopropyl-N-(1-cyclopropylpiperidin-4-yl)-2-methoxy-4-(6-(4-pentanamidothiophen-2-yl)pyrazin-2-yl)benzamide C1(CC1)N(C(C1=C(C=C(C=C1)C1=NC(=CN=C1)C=1SC=C(C1)NC(CCCC)=O)OC)=O)C1CCN(CC1)C1CC1